N-(8-fluoro-2-methyl-imidazo[1,2-a]pyridin-6-yl)pyrazine-2-carboxamide FC=1C=2N(C=C(C1)NC(=O)C1=NC=CN=C1)C=C(N2)C